C(CC)OCCOCCC(=O)O 3-(2-propoxyethoxy)propanoic acid